Isoleucine Aspartate N[C@@H](CC(=O)O)C(=O)O.N[C@@H]([C@@H](C)CC)C(=O)O